C(C)(C)(C)OC(=O)N1CCN(CC1)C1=NC(=C(C(=C1Cl)CC)Cl)SC(C(=O)N)C1=CC=CC=C1 4-(6-((2-amino-2-oxo-1-phenylethyl)thio)-3,5-dichloro-4-ethylpyridin-2-yl)piperazine-1-carboxylic acid tert-butyl ester